C(C)(=O)C1=CC=2C(C3=CC=CC=C3C2C=C1)(CCC)CCC 2-acetyl-9,9-dipropyl-9H-fluorene